[N+](=O)([O-])C=1C(=NC=CC1)NC(C(=O)[O-])C 2-[(3-nitro-2-pyridyl)amino]propanoate